6-(1-ethynylisoquinolin-4-yl)-5-(3-fluoro-4-((4-methylpyrimidin-2-yl)oxy)phenyl)-7-methyl-7H-pyrrolo[2,3-d]pyrimidin-4-amine C(#C)C1=NC=C(C2=CC=CC=C12)C1=C(C2=C(N=CN=C2N)N1C)C1=CC(=C(C=C1)OC1=NC=CC(=N1)C)F